C(C)(C)(C)OC(=O)N(S(=O)(=O)C1=CC=C(C=C1)[C@H]1C([C@@H]1C(=O)O)(C)C)C(C)(C)C (1R,3R)-3-{4-[(tert-butoxycarbonyl)(tert-butyl)sulfamoyl]phenyl}-2,2-dimethylcyclopropanecarboxylic acid